β-Homoalanine N[C@@H](C)CC(=O)O